1-(tert-butyl) 2-methyl (2S,4R)-4-((3-chloropropyl)thio)pyrrolidine-1,2-dicarboxylate ClCCCS[C@@H]1C[C@H](N(C1)C(=O)OC(C)(C)C)C(=O)OC